3-(4-(2-(piperidin-4-yl)-7-azaspiro[3.5]nonan-7-yl)phenyl)piperidine-2,6-dione N1CCC(CC1)C1CC2(C1)CCN(CC2)C2=CC=C(C=C2)C2C(NC(CC2)=O)=O